2-chloro-4-(trifluoro-methyl)benzaldehyde ClC1=C(C=O)C=CC(=C1)C(F)(F)F